1-(1H-benzimidazole-2-yl)ethanone methyl-1-[bis(tert-butoxycarbonyl)amino]isoquinoline-6-carboxylate COC(=O)C=1C=C2C=CN=C(C2=CC1)N(C(=O)OC(C)(C)C)C(=O)OC(C)(C)C.N1C(=NC2=C1C=CC=C2)C(C)=O